22Z-dehydrocholesterol C[C@H](/C=C\CC(C)C)[C@H]1CC[C@@H]2[C@@]1(CC[C@H]3[C@H]2CC=C4[C@@]3(CC[C@@H](C4)O)C)C